C1(CC1)C=1N=CC=2C3=C(C=C(C2C1)S(=O)(=O)NCC(C)C)CC[C@H]3NC3=NN=CN3CC (9R)-3-cyclopropyl-9-[(4-ethyl-1,2,4-triazol-3-yl)amino]-N-(2-methylpropyl)-8,9-dihydro-7H-cyclopenta[H]isoquinoline-5-sulfonamide